O1CCC2=C1C(=CC=C2)CCCN2CCC(CC2)N2CCN(C1=CC=CC=C21)C(C)=O 1-(4-(1-(3-(2,3-dihydrobenzofuran-7-yl)propyl)piperidin-4-yl)-3,4-dihydroquinoxalin-1(2H)-yl)ethan-1-one